2-((2-(trans-4-cyano-cis-4-methylcyclohexyl)-6-methoxy-2H-indazol-5-yl)carbamoyl)-6-methylpyridine 1-oxide C(#N)C1(CCC(CC1)N1N=C2C=C(C(=CC2=C1)NC(=O)C1=[N+](C(=CC=C1)C)[O-])OC)C